(R)-5-Carbamoylpyridin-3-yl 4-(3-chloro-5-(trifluoromethyl)benzyl)-2-methylpiperazine-1-carboxylate ClC=1C=C(CN2C[C@H](N(CC2)C(=O)OC=2C=NC=C(C2)C(N)=O)C)C=C(C1)C(F)(F)F